pseudocumenediol C=1(C(O)O)C(C)=CC(C)=CC1